[Si](C1=CC=CC=C1)(C1=CC=CC=C1)(C(C)(C)C)OCCN(CCCCCCCCCC(=O)O)CCCCCCCCCCCC 10-((2-((Tert-butyldiphenylsilyl)oxy)ethyl)(dodecyl)amino)decanoic acid